N-(1-Methylpyrrolidin-3-yl)-4-(pyrazin-2-yl)-3,4-dihydroquinoxaline-1(2H)-carboxamide CN1CC(CC1)NC(=O)N1CCN(C2=CC=CC=C12)C1=NC=CN=C1